C(#N)/C(/C(=O)NC1=CC=C(C=C1)C#N)=C(\C=1C=NOC1C)/O (Z)-2-cyano-N-(4-cyanophenyl)-3-hydroxy-3-(5-methylisoxazol-4-yl)acrylamide